BrC=1C=C(C(=C(C1N)N)C)OC(F)(F)F 6-bromo-M-methyl-4-(trifluoromethoxy)benzene-1,2-diamine